3-(6-chloro-4-ethyl-1H-imidazo[4,5-c]pyridin-2-yl)-5-(6-cyclopropyl-4-methoxypyridin-3-yl)-1,6-naphthyridin-2(1H)-one benzenesulfonate salt C1(=CC=CC=C1)S(=O)(=O)O.ClC1=CC2=C(C(=N1)CC)N=C(N2)C=2C(NC1=CC=NC(=C1C2)C=2C=NC(=CC2OC)C2CC2)=O